N-(4-(((8-isopropyl-2-((tetrahydro-2H-pyran-4-yl)amino)pyrazolo[1,5-a][1,3,5]triazin-4-yl)amino)methyl)phenyl)tetrahydro-2H-pyran-4-carboxamide C(C)(C)C=1C=NN2C1N=C(N=C2NCC2=CC=C(C=C2)NC(=O)C2CCOCC2)NC2CCOCC2